2-[2-[(3R)-3-isopropylmorpholin-4-yl]-[1,2,4]triazolo[1,5-a]pyrimidin-5-yl]-3,5-dimethyl-phenol C(C)(C)[C@H]1N(CCOC1)C1=NN2C(N=C(C=C2)C2=C(C=C(C=C2C)C)O)=N1